C(CCC)O[Ca]OCCCC Butoxy(butoxy)Calcium